O[C@H]1C[C@@H](CC1)NC1=NC=C2N=C(N(C2=N1)C1CCC(CC1)C(=O)N)NC1=C(C=C(C=C1Cl)Cl)Cl (1S,4s)-4-(2-((1R,3R)-3-hydroxycyclopentylamino)-8-(2,4,6-trichlorophenylamino)-9H-purin-9-yl)cyclohexanecarboxamide